3,4,4-trifluorobut-3-en-1-yl 2-(3,5-bis(trifluoromethyl)-1H-pyrazol-1-yl)-3-methylbutanoate FC(C1=NN(C(=C1)C(F)(F)F)C(C(=O)OCCC(=C(F)F)F)C(C)C)(F)F